N1,N4-bis(3-(methylthio)phenyl)terephthalamide CSC=1C=C(C=CC1)NC(C1=CC=C(C(=O)NC2=CC(=CC=C2)SC)C=C1)=O